[2-[4-[1-[3-(difluoromethyl)-4-fluoro-phenyl]-5-methyl-pyrazol-3-yl]piperazin-1-yl]ethyl]morpholine FC(C=1C=C(C=CC1F)N1N=C(C=C1C)N1CCN(CC1)CCN1CCOCC1)F